BrC=1C=C2C(=NC1)N(N=C2C2=CC(=NC=C2)C)OCC 5-bromo-1-(1-ethoxy)-3-(2-methylpyridin-4-yl)-1H-pyrazolo-[3,4-b]Pyridine